S=C1N(CC2=C(C=CC=C12)CN1CCN(CC1)C1=CC=C(C=C1)C)C1C(NC(CC1)=O)=O 3-(1-thioxo-4-((4-(p-tolyl)piperazin-1-yl)methyl)isoindolin-2-yl)piperidine-2,6-dione